(1-((tert-butyldimethylsilyl)oxy)-4-oxobutan-2-yl)carbamic acid tert-butyl ester C(C)(C)(C)OC(NC(CO[Si](C)(C)C(C)(C)C)CC=O)=O